trans-1,4-cyclohexanedimethylamine [C@H]1(CC[C@H](CC1)CN)CN